ClC1=C(/C=C/S(=O)(C2=NC=CC=C2)=N)C(=CC=C1)Cl (E)-(2,6-dichlorostyryl)(imino)(pyridin-2-yl)-λ6-sulfanone